tert-butyl N-[2-fluoro-6-[2-[(4-methoxyphenyl) methyl]-4-nitro-pyrazol-3-yl]-4-morpholino-phenyl]carbamate FC1=C(C(=CC(=C1)N1CCOCC1)C=1N(N=CC1[N+](=O)[O-])CC1=CC=C(C=C1)OC)NC(OC(C)(C)C)=O